t-butoxybis-(dimethylamino)methane C(C)(C)(C)OC(N(C)C)N(C)C